C(CCC)C=1OCCN1 Butyl-2-Oxazoline